2-chloro-N-((3R,4S)-3-fluoro-1-methylpiperidin-4-yl)pyrimidine-4-carboxamide ClC1=NC=CC(=N1)C(=O)N[C@@H]1[C@@H](CN(CC1)C)F